3-cyclopropyl-5-methoxy-4-(3-methyl-4-(methylsulfonyl)phenyl)-1H-pyrazolo[3,4-c]pyridine C1(CC1)C1=NNC2=CN=C(C(=C21)C2=CC(=C(C=C2)S(=O)(=O)C)C)OC